C(=O)(OCC1=CC=CC=C1)N[C@@H](CC1=CC=CC=C1)C(=O)N[C@H](C)C(=O)O N-Cbz-L-phenylalanyl-D-alanine